2-(5,6-dihydro-2H-pyran-3-yl)-4,4,5,5-tetramethyl-1,3,2-dioxaborolan O1CC(=CCC1)B1OC(C(O1)(C)C)(C)C